7-diphenylphosphinoyloxycoumarin C1(=CC=CC=C1)P(=O)(OC1=CC=C2C=CC(OC2=C1)=O)C1=CC=CC=C1